7-amino-3-cyclopropyl-N-(2-fluoro-2-methyl-propyl)-7,8-dihydro-6H-cyclopenta[g]cinnoline-5-sulfonamide NC1CC=2C(=C(C=3C=C(N=NC3C2)C2CC2)S(=O)(=O)NCC(C)(C)F)C1